5-(((1R,2R)-2-(Diethylamino)cyclopentyl)(methyl)amino)-2-(2,6-dioxopiperidin-3-yl)isoindolin-1,3-dion C(C)N([C@H]1[C@@H](CCC1)N(C=1C=C2C(N(C(C2=CC1)=O)C1C(NC(CC1)=O)=O)=O)C)CC